(5-methoxy-[1,1'-biphenyl]-2-yl)-boronic acid COC=1C=CC(=C(C1)C1=CC=CC=C1)B(O)O